Tetrazole ethyl-2-((5-(5-(5-((3-chloro-4-fluorophenyl)carbamoyl)-1-methyl-1H-imidazol-4-yl)-2-hydroxyoctahydropentalen-2-yl)-1-methyl-1H-pyrazol-3-yl)oxy)acetate C(C)OC(COC1=NN(C(=C1)C1(CC2CC(CC2C1)C=1N=CN(C1C(NC1=CC(=C(C=C1)F)Cl)=O)C)O)C)=O.N1N=NN=C1